C(=O)(O)C1(C(C=CCC1)CCCCC)C 5-Carboxy-5-methyl-4-pentyl-2-cyclohexen